COC1=CC=C(C=C1)C1=NN2C(=NC=3C=CC=C(C3C2=N1)C)NC=1C(N=CC=NC1)=O (6R)-6-{[2-(4-methoxyphenyl)-10-methyl-[1,2,4]triazolo[1,5-c]quinazolin-5-yl]amino}-1,4-diazepin-5-one